3-(2-(Cyclopropyl((cyclopropylmethyl)thio)methoxy)-2,2-diphenylacetoxy)spiro[bicyclo[3.2.1]octane-8,1'-pyrrolidin]-8-ium formate C(=O)[O-].C1(CC1)C(OC(C(=O)OC1CC2CCC(C1)[N+]21CCCC1)(C1=CC=CC=C1)C1=CC=CC=C1)SCC1CC1